CC=1CC[C@H]([C@@H](C1)C=1C(=CC(=CC1O[Si](CC)(CC)CC)CCCCC)O)C(=C)C (1'r,2'r)-5'-methyl-4-pentyl-2'-(prop-1-en-2-yl)-6-((triethylsilyl)oxy)-1',2',3',4'-tetrahydro-[1,1'-biphenyl]-2-ol